2-(2-(6-oxo-1,6-dihydropyridin-2-yl)ethyl)isoindoline-1,3-dione O=C1C=CC=C(N1)CCN1C(C2=CC=CC=C2C1=O)=O